FC1=C(C=C(C(=C1I)F)[N+](=O)[O-])I 2,4-difluoro-1,3-diiodo-5-nitro-benzene